4-((2S,4r,6S)-2-cyano-7-((5-cyclopropyl-7-methyl-1H-indol-4-yl)methyl)-7-azaspiro[3.5]nonan-6-yl)benzoic acid C(#N)C1CC2(C1)C[C@H](N(CC2)CC2=C1C=CNC1=C(C=C2C2CC2)C)C2=CC=C(C(=O)O)C=C2